ClC1=CC=C(C=N1)[C@H](CO)NC(OC(C)(C)C)=O tert-butyl [(1R)-1-(6-chloropyridin-3-yl)-2-hydroxyethyl]carbamate